ClC=1C=CC2=C(N=C(O2)C2CC3(CC(C3)NC(=O)[C@@H]3CN(C(C3)=O)C)C2)C1 (3S)-N-[6-(5-chloro-1,3-benzoxazol-2-yl)spiro[3.3]Heptane-2-yl]-1-methyl-5-oxo-pyrrolidine-3-carboxamide